COC(=O)[C@@H]1O[C@@H]([C@@H](C([C@@H]1O)=O)O)OC (2r,3r,5s,6s)-3,5-dihydroxy-6-methoxy-4-oxotetrahydro-2H-pyran-2-carboxylic acid methyl ester